1-(tert-butyl) 5-((1-(((R/S)-2-(4-(5-chloropyrimidin-2-yl) piperidin-1-yl)-5-oxo-6,7-dihydrothieno[3,2-d]pyrimidin-4-yl) amino) cyclobutyl) methyl-d2) (tert-butoxycarbonyl)-L-glutamate C(C)(C)(C)OC(=O)N[C@@H](CCC(=O)OC([2H])([2H])C1(CCC1)NC=1C2=C(N=C(N1)N1CCC(CC1)C1=NC=C(C=N1)Cl)CC[S@]2=O)C(=O)OC(C)(C)C |&1:43|